NC1=NN2C(N=C(C=C2)N2[C@H](CCC2)C=2C(=NC=C(C2)F)OC)=C1C(=O)NCCCCl (R)-2-amino-N-(3-chloropropyl)-5-(2-(5-fluoro-2-methoxypyridin-3-yl)pyrrolidin-1-yl)pyrazolo[1,5-a]pyrimidine-3-carboxamide